tert-butyl 2-[(1H-pyrrolo[3,2-c]pyridine-2-carbonylamino)methyl]-8-azaspiro[2.5]octane-8-carboxylate N1C(=CC=2C=NC=CC21)C(=O)NCC2CC21CCCCN1C(=O)OC(C)(C)C